OC=1C2=C(N=C(N1)C(=O)OCC)SC=C2 ethyl 4-hydroxythieno[2,3-d]pyrimidine-2-carboxylate